C(=O)(OC)C(C(=O)OC)=CC1=CC=C(C=C1)OC methyl α-carbomethoxy-p-methoxycinnamate